O[C@H](C(=O)N[C@@H](C[C@H]1C(NCC1)=O)C(COC(F)(F)F)=O)CC(C)C (S)-2-hydroxy-4-methyl-N-((S)-3-oxo-1-((S)-2-oxopyrrolidin-3-yl)-4-(trifluoromethoxy)butan-2-yl)pentanamide